ClC1=CC=C(C=C1)N1CCN(CC1)CC=1SC(=CC1)[N+](=O)[O-] 1-(4-Chlorophenyl)-4-[(5-nitrothiophen-2-yl)methyl]piperazine